2-[6-amino-5-(trifluoromethoxy)pyridin-3-yl]-N-[(1R)-1-(3-fluorophenyl)ethyl]-6,7-dihydrospiro[pyrazolo[5,1-c][1,4]oxazine-4,3'-pyrrolidine]-1'-carboxamide NC1=C(C=C(C=N1)C1=NN2C(=C1)C1(CN(CC1)C(=O)N[C@H](C)C1=CC(=CC=C1)F)OCC2)OC(F)(F)F